2-((4-azidobenzoyl)oxy)ethyl acrylate C(C=C)(=O)OCCOC(C1=CC=C(C=C1)N=[N+]=[N-])=O